dihydropyrazolothiazolinone N1NCC2=C1N=CS2=O